tert-butyldimethyl-(3-(trifluoromethyl)-4-((trimethylsilyl)ethynyl)phenoxy)silane C(C)(C)(C)[Si](OC1=CC(=C(C=C1)C#C[Si](C)(C)C)C(F)(F)F)(C)C